decahydropyrazino[2,3-b]pyrazine N1CCNC2C1NCCN2